C1(CC1)N(CC1=C(C=C(C=C1)OC)OC)C(CCCCC)=O [cyclopropyl-[(2,4-dimethoxyphenyl)methyl]amino]hexan-1-one